10-bromo-N-((3S,4S)-4-(4-chlorophenyl)piperidin-3-yl)-5,6-dihydropyrazolo[1,5-d]thieno[3,2-f][1,4]oxazepine-2-carboxamide BrC=1C=NN2CCOC3=C(C21)C=C(S3)C(=O)N[C@@H]3CNCC[C@H]3C3=CC=C(C=C3)Cl